ClC1=CC=C(C=NNC(=O)C2=NC=CC3=C2NC2=CC=CC=C32)C=C1 N'-(4-chlorobenzylidene)-pyrido[3,4-b]indole-1-formhydrazide